4-(((R)-1-(3-(difluoromethyl)-2-fluorophenyl)ethyl)amino)-8-((S)-3-ethylmorpholino)-6-(1-(fluoromethyl)cyclopropyl)-2-methylpyrido[4,3-d]pyrimidin-7(6H)-one FC(C=1C(=C(C=CC1)[C@@H](C)NC=1C=2C(N=C(N1)C)=C(C(N(C2)C2(CC2)CF)=O)N2[C@H](COCC2)CC)F)F